2-[(1-methyl-2-phenyl-1H-indol-3-yl)methylene]malononitrile CN1C(=C(C2=CC=CC=C12)C=C(C#N)C#N)C1=CC=CC=C1